tert-butyl 3-(1-hydroxycyclopropyl)azetidine-1-carboxylate OC1(CC1)C1CN(C1)C(=O)OC(C)(C)C